5-[[8-(1-octylnonoxy)-8-oxo-octyl]amino]pentyl dodecanoate C(CCCCCCCCCCC)(=O)OCCCCCNCCCCCCCC(=O)OC(CCCCCCCC)CCCCCCCC